6-(5-methylthiazol-2-yl)-N-[[3-(trifluoromethyl)-1,2,4-oxadiazol-5-yl]methyl]pyrido[2,3-d]pyrimidin-4-amine CC1=CN=C(S1)C1=CC2=C(N=CN=C2NCC2=NC(=NO2)C(F)(F)F)N=C1